3-(4-amino-3-(7-methoxy-5-methylbenzothiophen-2-yl)-1H-pyrazolo[3,4-d]pyrimidin-1-yl)azetidine-1-carboxylic acid tert-butyl ester C(C)(C)(C)OC(=O)N1CC(C1)N1N=C(C=2C1=NC=NC2N)C=2SC1=C(C2)C=C(C=C1OC)C